BrC1=CC=C(C=2C(=NNC12)C(=O)O)C(=O)O 7-bromo-1H-indazole-3,4-dicarboxylic acid